BrC=1N=C2N(C3=CC(=C(C=C3N(C2=O)C=2C(=NC=CC2)C)C(F)(F)F)Cl)C1C 2-Bromo-8-chloro-1-methyl-5-(2-methylpyridin-3-yl)-7-(trifluoromethyl)imidazo[1,2-a]Quinoxaline-4(5H)-on